C(C)(C)(C)OC(NC=1SC(=CN1)[C@H]1OC[C@H](C1)O)=O |r| Racemic-(5-((2S,4S)-4-hydroxytetrahydrofuran-2-yl)thiazol-2-yl)carbamic acid tert-butyl ester